N-ethyl-N'-(2-fluoro-5-methyl-4-(3-((3-methylbenzyl)oxy)oxetan-3-yl)phenyl)-N-methylformimidamide C(C)N(C=NC1=C(C=C(C(=C1)C)C1(COC1)OCC1=CC(=CC=C1)C)F)C